ClC1=CC2=C(N(C(N=C2N2[C@H](CN(CC2)C(COC2=C(C(=CC(=C2F)F)F)F)=O)C)=O)C=2C(=NC=CC2C)C(C)C)N=C1C1=C(C=CC=C1)F (S)-6-chloro-7-(2-fluorophenyl)-1-(2-isopropyl-4-methylpyridin-3-yl)-4-(2-methyl-4-(2-(2,3,5,6-tetrafluorophenoxy)acetyl)piperazin-1-yl)pyrido[2,3-d]pyrimidin-2(1H)-one